5-(Methylsulfamoyl)thiophene-2-carboxylic acid ethyl ester C(C)OC(=O)C=1SC(=CC1)S(NC)(=O)=O